C1(=CC(=CC=C1)N1C2=CC=CC=C2C=2C=C(C=CC12)C=1C=CC=2N(C3=CC=CC=C3C2C1)C1=CC=C(C=C1)C1=CC=CC=C1)C1=CC=CC=C1 9-(biphenyl-3-yl)-9'-(biphenyl-4-yl)-9H,9'H-3,3'-bi-carbazole